Methyl 2-(hydroxymethyl) acrylate COC(=O)C(=C)CO